FC=1C(=CC2=C(NC(O2)=O)C1)C=1C=CC(=NC1)N1CCN(CC1)C(=O)OC(C)(C)C tert-butyl 4-(5-(5-fluoro-2-oxo-2,3-dihydrobenzo[d]oxazole-6-yl)pyridine-2-yl)piperazine-1-carboxylate